tert-butyl 2-((E)-(((R)-tert-butylsulfinyl)imino)methyl)-4,4-difluoropiperidine-1-carboxylate C(C)(C)(C)[S@@](=O)\N=C\C1N(CCC(C1)(F)F)C(=O)OC(C)(C)C